3,4-diisocyanatothiophene N(=C=O)C1=CSC=C1N=C=O